C(C)C1=NC=C(NC1=O)C1=CC(CC1)N1CCC(=CC1)C=1C(=NC(=CC1)C(=O)NC)F 1'-(3-(5-ethyl-6-oxo-1,6-dihydropyrazin-2-yl)cyclopent-2-en-1-yl)-2-fluoro-N-methyl-1',2',3',6'-tetrahydro-[3,4'-bipyridine]-6-carboxamide